COC1=C(C=CC=C1)C=1C(=C(C=CC=O)C=CC1)OC 3-(2-methoxyphenyl)-(o-methoxycinnamaldehyde)